O=C1NC(CCC1N1C(N(C2=C1C=CC(=C2)C#CCNC(OC(C)(C)C)=O)C)=O)=O tertbutyl N-[3-[1-(2,6-dioxo-3-piperidyl)-3-methyl-2-oxo-benzimidazol-5-yl]prop-2-ynyl]carbamate